1-(3-methyltetrahydrofuran-3-yl)piperazine hydrochloride Cl.CC1(COCC1)N1CCNCC1